3-(5-((4-(2-methylthieno[2,3-d]pyrimidin-4-yl)-3,6-dihydropyridin-1(2H)-yl)methyl)-1-oxoisoindolin-2-yl)piperidine-2,6-dione CC=1N=C(C2=C(N1)SC=C2)C=2CCN(CC2)CC=2C=C1CN(C(C1=CC2)=O)C2C(NC(CC2)=O)=O